N-(1-(dimethylcarbamoyl)-3-(pyridin-2-yl)-1H-pyrazol-4-yl)-2-(1-(4-methoxybenzyl)-1H-pyrazol-4-yl)thiazole-4-carboxamide formate C(=O)O.CN(C(=O)N1N=C(C(=C1)NC(=O)C=1N=C(SC1)C=1C=NN(C1)CC1=CC=C(C=C1)OC)C1=NC=CC=C1)C